5-(5-(difluoromethyl)-1-methyl-1H-pyrazol-3-yl)-3-(1-phenylcyclopropyl)-1,2,4-oxadiazole FC(C1=CC(=NN1C)C1=NC(=NO1)C1(CC1)C1=CC=CC=C1)F